Cl\C(=C/[C@@H]1C([C@@H]1C(=O)OCC1=C(C(=C(C(=C1F)F)C#C)F)CC)(C)C)\C(F)(F)F 2-ethyl-4-ethynyl-3,5,6-trifluorobenzyl (1RS)-cis-3-[(Z)-2-chloro-3,3,3-trifluoro-1-propenyl]-2,2-dimethylcyclopropanecarboxylate